tert-Butyl 3-(4-(2-ethoxy-1,1-difluoro-2-oxoethoxy)-7-(thiazol-4-yl)benzo[d]oxazol-2-yl)-3,8-diazabicyclo[3.2.1]octane-8-carboxylate C(C)OC(C(OC1=CC=C(C2=C1N=C(O2)N2CC1CCC(C2)N1C(=O)OC(C)(C)C)C=1N=CSC1)(F)F)=O